[N-](S(=O)(=O)C(F)(F)F)S(=O)(=O)C(F)(F)F.C(CC)[N+]=1N(C(=CC1C)C)C 1-propyl-2,3,5-trimethylpyrazolium bis(trifluoromethanesulfonyl)imide